dihexyloxyheptenyl heptyloxymethyl ether C(CCCCCC)OCOC=CCCCCC(OCCCCCC)OCCCCCC